5-methyl-4-(4,4,5,5-tetramethyl-1,3,2-dioxaborolan-2-yl)-1-(2,2,2-trifluoroethyl)pyrazole CC1=C(C=NN1CC(F)(F)F)B1OC(C(O1)(C)C)(C)C